4-[[3-(3,4-Difluoro-2-Methoxy-Phenyl)-4-Ethyl-5-Methyl-5-(Trifluoromethyl)Tetrahydrofuran-2-Carbonyl]Amino]Pyridine-2-Carboxamide FC=1C(=C(C=CC1F)C1C(OC(C1CC)(C(F)(F)F)C)C(=O)NC1=CC(=NC=C1)C(=O)N)OC